(R)-N-(3-fluoro-4-((3-((1-hydroxypropan-2-yl)amino)-1H-pyrazolo[3,4-b]pyridin-4-yl)oxy)phenyl)-1-(4-fluorophenyl)-2-oxo-5-propyl-1,2-dihydropyridine-3-carboxamide FC=1C=C(C=CC1OC1=C2C(=NC=C1)NN=C2N[C@@H](CO)C)NC(=O)C=2C(N(C=C(C2)CCC)C2=CC=C(C=C2)F)=O